C(C)C1=C(C=CC(=C1)OC(C)(C)C)O 2-Ethyl-4-tert-butoxyphenol